5-[4-[4-chloro-3-[(1-cyanocyclopropyl)carbamoyl]phenyl]pyrazol-1-yl]-3-fluorosulfonyloxy-1-methyl-4-(trifluoromethyl)pyrazole ClC1=C(C=C(C=C1)C=1C=NN(C1)C1=C(C(=NN1C)OS(=O)(=O)F)C(F)(F)F)C(NC1(CC1)C#N)=O